N,N'-bis(2,3-diacetoxypropyl)-5-acetoxyacetamido-2,4,6-triiodoisophthalamide C(C)(=O)OC(CNC(C1=C(C(C(=O)NCC(COC(C)=O)OC(C)=O)=C(C(=C1I)NC(COC(C)=O)=O)I)I)=O)COC(C)=O